C(C)(=O)C1=CC(=NC=C1)N1N=CC(=C1)S(=O)(=O)NC=1C=CC=C2C=NN(C12)C 1-(4-acetylpyridin-2-yl)-N-(1-methyl-1H-indazol-7-yl)-1H-pyrazole-4-sulfonamide